CCNC=O N-2-Ethylformamid